CC(C[C@H](NC(=O)C1CC(=NO1)C(NC1=CC=CC2=CC=CC=C12)=O)B(O)O)C ((1R)-3-methyl-1-(3-(naphthalen-1-ylcarbamoyl)-4,5-dihydroisoxazole-5-carboxamido)butyl)boronic acid